(1S,3R)-3-amino-N-(6-(difluoromethyl)-8-(isopropylamino)pyrido[3,4-d]pyrimidin-2-yl)cyclohexane-1-carboxamide hydrochloride Cl.N[C@H]1C[C@H](CCC1)C(=O)NC=1N=CC2=C(N1)C(=NC(=C2)C(F)F)NC(C)C